FC(C1=CC=C(C=C1)N1N=C(N=C1)N)(F)F (4-(trifluoromethyl)phenyl)-1H-1,2,4-triazol-3-amine